(4,5-dichloro-1,2-phenylene)bis(methylene) (E,E)-bis(N'-(3-bromophenyl)carbamimidothioate) BrC=1C=C(C=CC1)\N=C(/N)\SCC1=C(C=C(C(=C1)Cl)Cl)CSC(N)=NC1=CC(=CC=C1)Br